((7R)-7-amino-2-azabicyclo[2.2.1]hept-2-yl)(2-(1-(cyclopropylmethyl)-6-(3,5-difluoro-4-hydroxyphenyl)-1H-pyrrolo[2,3-b]pyridin-2-yl)-3-methylpyrazolo[1,5-a]pyridin-6-yl)methanone N[C@H]1C2N(CC1CC2)C(=O)C=2C=CC=1N(C2)N=C(C1C)C1=CC=2C(=NC(=CC2)C2=CC(=C(C(=C2)F)O)F)N1CC1CC1